COC1=C(CN2CCCC3=CC=CC=C23)C=CC(=C1)OC 1-(2,4-dimethoxybenzyl)-1,2,3,4-tetrahydroquinoline